4-amino-6-Chloro-5-fluoro-2-(methoxymethyl)pyridine-3-carboxylic acid methyl ester COC(=O)C=1C(=NC(=C(C1N)F)Cl)COC